6-(2-fluorophenyl)-5,6,7,8-tetrahydronaphthalen-2-ol FC1=C(C=CC=C1)C1CC=2C=CC(=CC2CC1)O